N-(2-((5-(5-(tert-butoxy)-1,6-dihydropyridin-2-yl)-1,2,4-thiadiazol-3-yl)amino)-5-(trifluoro-methyl)-2,3-dihydropyridin-3-yl)-N-methylacetamide C(C)(C)(C)OC1=CC=C(NC1)C1=NC(=NS1)NC1N=CC(=CC1N(C(C)=O)C)C(F)(F)F